Ethyl 2-(2-bromo-4-methyl-7-oxo-thieno[2,3-d]pyridazin-6-yl)acetate BrC1=CC2=C(C(N(N=C2C)CC(=O)OCC)=O)S1